(S)-6-phenyl-2-azaspiro[3.4]octane-2-carboxylic acid tert-butyl ester C(C)(C)(C)OC(=O)N1CC2(C1)C[C@H](CC2)C2=CC=CC=C2